1-(3-bromo-2,5-difluorophenyl)ethan BrC=1C(=C(C=C(C1)F)CC)F